C(CCCCCCCCCCCCCCCCCCCCC)(=O)OCCCCCCCCCCCCCCCCCCCCCC docosanoic acid, docosyl ester